6-chloro-N-(4,4-difluorocyclohexyl)-2-(thiazol-2-yl)pyrimidin-4-amine ClC1=CC(=NC(=N1)C=1SC=CN1)NC1CCC(CC1)(F)F